(S)-N-(1-(1-(5-((1-oxido-λ6-thietan-1-ylidene)amino)pyridin-2-yl)-1H-1,2,4-triazol-5-yl)ethyl)-3-(thietan-3-yloxy)-5-(trifluoromethyl)benzamide O=S1(CCC1)=NC=1C=CC(=NC1)N1N=CN=C1[C@H](C)NC(C1=CC(=CC(=C1)C(F)(F)F)OC1CSC1)=O